C(C)N(CC)C N,N-diethyl-methyl-amine